1,4-diisocyanato-benzene N(=C=O)C1=CC=C(C=C1)N=C=O